C(\C=C\C=C\C(=O)OC)(=O)OC trans-dimethyl muconate